3-({[(1R)-6-[(6-methoxypyridin-2-yl)(methyl)amino]-1,2,3,4-tetrahydronaphthalen-1-yl]methyl}amino)pyridine-4-carboxylic acid COC1=CC=CC(=N1)N(C=1C=C2CCC[C@H](C2=CC1)CNC=1C=NC=CC1C(=O)O)C